NCC1=CC=C(C=C1)OB(O)O (4-aminomethyl-phenyl)boric acid